(2S)-2-(5-bromo-2-pyridyl)-N-[(R)-phenyl-[(3R)-1,2,3,4-tetrahydropyrido[2,3-b]pyrazin-3-yl]methyl]propan-1-amine BrC=1C=CC(=NC1)[C@H](CN[C@@H]([C@H]1CNC2=C(N1)N=CC=C2)C2=CC=CC=C2)C